2-(3-bromo-1-methyl-7-oxo-1,7-dihydro-6H-pyrazolo[4,3-d]pyrimidin-6-yl)-N-(3-fluoro-4-methoxyphenyl)acetamide BrC1=NN(C2=C1N=CN(C2=O)CC(=O)NC2=CC(=C(C=C2)OC)F)C